tert-butyl N-[(3R)-7-(5-tert-butyl-1,3,4-oxadiazol-2-yl)-5-[(4-chlorophenyl)methyl]-8-hydroxy-4-oxo-2,3-dihydro-1,5-benzothiazepin-3-yl]carbamate C(C)(C)(C)C1=NN=C(O1)C=1C(=CC2=C(N(C([C@H](CS2)NC(OC(C)(C)C)=O)=O)CC2=CC=C(C=C2)Cl)C1)O